COC1=CC=C(C=C1)N1C(CC(C=C1)=O)C=1N(C2=CC=CC=C2C1)C 1-(4-methoxyphenyl)-2-(1-methylindol-2-yl)-2,3-dihydropyridin-4-one